5-(4-bromophenyl)isoindolin BrC1=CC=C(C=C1)C=1C=C2CNCC2=CC1